1-(7Z,10Z,13Z,16Z-docosatetraenoyl)-2-(9Z,12Z,15Z-octadecatrienoyl)-glycero-3-phosphocholine CCCCC/C=C\C/C=C\C/C=C\C/C=C\CCCCCC(=O)OC[C@H](COP(=O)([O-])OCC[N+](C)(C)C)OC(=O)CCCCCCC/C=C\C/C=C\C/C=C\CC